(R)-(5-cyclopropyl-1,3,4-oxadiazol-2-yl)(4-(4-(difluoromethyl)pyrazolo[1,5-a]pyridin-2-yl)-6,7-dihydro-1H-imidazo[4,5-c]pyridin-5(4H)-yl)methanone C1(CC1)C1=NN=C(O1)C(=O)N1[C@H](C2=C(CC1)NC=N2)C2=NN1C(C(=CC=C1)C(F)F)=C2